2-(4-hydroxy-2,6-dimethylphenyl)-3-mesitylcycloprop-2-en-1-one OC1=CC(=C(C(=C1)C)C=1C(C1C1=C(C=C(C=C1C)C)C)=O)C